1,3-bis-(2-oxazolinyl)benzene (±)-trans-Ethyl-2-(6-aminopyridin-2-yl)cyclopropanecarboxylate C(C)OC(=O)[C@H]1[C@@H](C1)C1=NC(=CC=C1)N.O1C(=NCC1)C1=CC(=CC=C1)C=1OCCN1 |r|